propane-1,3-diyl bis(pyrrolidine-1-carboxylate) N1(CCCC1)C(=O)OCCCOC(=O)N1CCCC1